(2S,4R)-4-fluoro-N-[(S)-[3-fluoro-4-(1-methylcyclopropyl)phenyl](phenyl)methyl]-1-[2-(3-methyl-2-oxo-2,3-dihydro-1H-1,3-benzodiazol-1-yl)acetyl]pyrrolidine-2-carboxamide F[C@@H]1C[C@H](N(C1)C(CN1C(N(C2=C1C=CC=C2)C)=O)=O)C(=O)N[C@@H](C2=CC=CC=C2)C2=CC(=C(C=C2)C2(CC2)C)F